CN(C=1N=C(N(N1)C1=NC=CC=N1)C(C)N(C(C1=CC(=CC(=C1)C(F)(F)F)C(F)(F)F)=O)C)C N-[1-[5-(dimethylamino)-2-pyrimidin-2-yl-1,2,4-triazol-3-yl]ethyl]-N-methyl-3,5-bis(trifluoromethyl)benzamide